N1=C(SC2=C1C1=C(C=C2)OCC1)N1C(NC2C1CN(CC2)CCOC)=O 3-(7,8-dihydrofuro[3,2-e][1,3]benzothiazol-2-yl)-5-(2-methoxyethyl)octahydro-2H-imidazo[4,5-c]pyridin-2-one